C(C=1C(O)=CC=CC1)(=O)OCCC(C)C isoamyl salicylate